C(C)C=1C(=C(C=CC1F)[C@H]1[C@@H](O[C@@](C1)(C(F)(F)F)C)C(=O)NC1=CC(=NC=C1)C(=O)N)OC (2R,3S,5S)-4-[[3-(3-Ethyl-4-fluoro-2-methoxy-phenyl)-5-methyl-5-(trifluoromethyl)tetrahydrofuran-2-carbonyl]amino]pyridin-2-carboxamid